ClC=1C=CC(=C(C1)C1=C2C(=NC=C1)C(=CS2)C(=O)OC(C)(C)C)OCCN2C(=NC1=C(C2=O)C(=C(N=C1)Cl)C#N)C tert-Butyl 7-(5-chloro-2-(2-(6-chloro-5-cyano-2-methyl-4-oxopyrido[3,4-d]pyrimidin-3(4H)-yl)ethoxy)phenyl)thieno[3,2-b]pyridine-3-carboxylate